S1N=C(C2=C1C=CC=C2)N2CCN(CC2)CCCOC=2SC=C(N2)C(=N)NO 2-[3-(4-benzo[d]isothiazol-3-yl-piperazin-1-yl)-propoxy]-N-hydroxy-thiazole-4-carboxamidine